[Si](C1=CC=CC=C1)(C1=CC=CC=C1)(C(C)(C)C)OC1C(C(C(C1)=CN(C)C)=O)(C)C 3-((tert-butyldiphenylsilyl)oxy)-5-((dimethylamino)methylene)-2,2-dimethylcyclopentan-1-one